(2,6-diphenylpyridin-4-yl)pinacol borate B(O)(O)O.C1(=CC=CC=C1)C1=NC(=CC(=C1)CC(O)(C)C(C)(C)O)C1=CC=CC=C1